C1=C(C=CC2=CC=CC=C12)OC1=CC=CC2=CC=CC=C12 (naphthalen-2-yloxy)naphthalene